methyl-methanesulfonyloxy-2-azaspiro[3.5]nonane-2-carboxylic acid CC1(N(CC12CCCCC2)C(=O)O)OS(=O)(=O)C